COC=1C=C2C=C(N(C2=CC1)C)C(=O)N[C@H](C(=O)O)CC1=CC=CC=C1 (2S)-2-[(5-methoxy-1-methylindole-2-carbonyl)amino]-3-phenylpropanoic acid